ClC1=NC2=CC(=CC=C2C=C1)CNC1CCCC=2C=CC=NC12 N-[(2-chloroquinolin-7-yl)methyl]-5,6,7,8-tetrahydroquinolin-8-amine